ClC=1C=C(C=C(C1)S(=O)(=O)C)NC(=O)C1=CN(C(=C1)C1=NC=C(C=C1OC(C)C)N1CC(C1)(F)F)C N-(3-chloro-5-(methylsulfonyl)phenyl)-5-(5-(3,3-difluoroazetidin-1-yl)-3-isopropoxypyridin-2-yl)-1-methyl-1H-pyrrole-3-carboxamide